CON(C(=O)C1C(CN(CC1)C(=O)OC(C)(C)C)C)C tert-butyl 4-[methoxy (methyl) carbamoyl]-3-methylpiperidine-1-carboxylate